BrC1=C(CS(=O)(=O)N(C(OC(C)(C)C)=O)CCO[Si](C2=CC=CC=C2)(C2=CC=CC=C2)C(C)(C)C)C=C(C=C1)CO tert-butyl ((2-bromo-5-(hydroxymethyl)benzyl)sulfonyl)(2-((tert-butyldiphenylsilyl)oxy)ethyl)carbamate